C(C)(C)(C)N(C(O)=O)[C@@H](CC1=CC(=CC(=C1)F)F)C=1OC(C2=C(N1)N=C(C=C2)Cl)=O.FC(C(C(C(F)(F)F)(F)F)(F)F)(CC[Si](OCC)(OCC)OCC)F 2-(perfluorobutyl)ethyltriethoxysilane tert-butyl-(S)-(1-(7-chloro-4-oxo-4H-pyrido[2,3-d][1,3]oxazin-2-yl)-2-(3,5-difluorophenyl)ethyl)carbamate